(6-Bromo-7-(methoxymethoxy)-2-oxo-2H-chromen-4-yl)methyl (2-aminoethyl)(methyl)carbamat NCCN(C(OCC1=CC(OC2=CC(=C(C=C12)Br)OCOC)=O)=O)C